Tert-butyl (S)-(1-(4-((trimethylsilyl)ethynyl)phenyl)ethyl)carbamate C[Si](C)(C)C#CC1=CC=C(C=C1)[C@H](C)NC(OC(C)(C)C)=O